12-(2,6-Dimethylphenyl)-21-methyl-15-oxa-8λ6-thia-1,9,11,21,25-pentaazapentacyclo[14.7.1.13,7.110,14.017,22]hexacosa-3,5,7(26),10(25),11,13-hexaene-2,8,8-trione CC1=C(C(=CC=C1)C)C1=NC=2NS(C=3C=CC=C(C(N4CC5N(CCCC5C(OC(=C1)N2)C4)C)=O)C3)(=O)=O